FC(C=1N=C2SC(=NN2C1CN1CC(=CC1=O)CC(F)(F)F)COC)F 1-[[6-(Difluoromethyl)-2-(methoxymethyl)imidazo-[2,1-b][1,3,4]thiadiazol-5-yl]methyl]-3-(2,2,2-trifluoroethyl)-2H-pyrrol-5-on